7-(4-{4-[4-({4-[2-(2,6-Dioxopiperidin-3-yl)-1-oxo-2,3-dihydro-1H-isoindol-5-yl]piperazin-1-yl}methyl)piperidin-1-yl]phenyl}piperidin-1-yl)-4-fluoro-1H-indole-3-carbonitrile O=C1NC(CCC1N1C(C2=CC=C(C=C2C1)N1CCN(CC1)CC1CCN(CC1)C1=CC=C(C=C1)C1CCN(CC1)C=1C=CC(=C2C(=CNC12)C#N)F)=O)=O